2-(5-hydroxy-1H-indol-3-yl)acetic acid OC=1C=C2C(=CNC2=CC1)CC(=O)O